N(=C=O)CCCCCCCCCCC[Si](OC)(OC)OC 11-Isocyanatoundecyltrimethoxysilan